1,1,1,3,3,3-Hexaethoxydisiloxan C(C)O[Si](O[Si](OCC)(OCC)OCC)(OCC)OCC